COC(=O)[C@H]1[C@@H](C1)B(O)O (1R,2R)-2-(methoxycarbonyl)cyclopropylboronic acid